CC(C(=O)Cl)(C)C 2,2-dimethylpropanoyl chloride